COCCNC1=CC=C(C=C1)N N-(beta-methoxyethyl)-p-phenylenediamine